BrC=1C=C(C(=C(C1)F)C(C)C)F 5-bromo-1,3-difluoro-2-isopropylbenzene